ICC1C2C=CC(C1)C2 5-(iodomethyl)bicyclo[2.2.1]hept-2-ene